N-iodosuccinimide bromide [Br-].IN1C(CCC1=O)=O